The molecule is conjugate base of (3S)-3-hydroxy-L-aspartic acid. It is a conjugate base of a (3S)-3-hydroxy-L-aspartic acid. It is an enantiomer of a (3R)-3-hydroxy-D-aspartate(1-). [C@H]([C@@H](C(=O)[O-])O)(C(=O)[O-])[NH3+]